methyl 2-(8-azabicyclo[3.2.1]octan-8-yl)-5,7-dihydrofuro[3,4-b]pyridine-3-carboxylate C12CCCC(CC1)N2C2=C(C=C1C(=N2)COC1)C(=O)OC